ethyl 2-(2-((5-bromo-2-methylbenzofuran-3-yl)methoxy)-4-fluorophenyl)acetate BrC=1C=CC2=C(C(=C(O2)C)COC2=C(C=CC(=C2)F)CC(=O)OCC)C1